(Formyl-methylene)triphenylphosphine C(=O)C=P(C1=CC=CC=C1)(C1=CC=CC=C1)C1=CC=CC=C1